(S)-N-((3-chloropyridin-2-yl)methylene)-2-methylpropane-2-sulfinamide ClC=1C(=NC=CC1)C=N[S@@](=O)C(C)(C)C